(E)-N'-(4-bromo-5-chloro-2-iodophenyl)-N,N-dimethylmethanimidamide BrC1=CC(=C(C=C1Cl)/N=C/N(C)C)I